C(CCCCCCCC=C)N(C(CCCCCCCN(C1CCC(CC1)O)CCCCCCCC(=O)N(CCCCCCCCCC)CCCCCCCCCC)=O)CCCCCCCCC=C N,N-DI(DEC-9-EN-1-YL)-8-((8-(DIDECYLAMINO)-8-OXOOCTYL)((1S,4S)-4-HYDROXYCYCLOHEXYL)AMINO)OCTANAMIDE